CN1N=CC=2C1=NC=CC2N2CCC(CC2)C2=NC=C(C=C2C)N2CCNCC2 1-methyl-4-[4-(3-methyl-5-piperazin-1-yl-2-pyridyl)-1-piperidyl]pyrazolo[3,4-b]pyridine